Ethyl (5R)-5-methyl-2-(6-morpholin-4-ylpyridin-3-yl)-6,7-dihydro-5H-pyrazolo[5,1-b][1,3]oxazine-3-carboxylate C[C@@H]1CCN2C(O1)=C(C(=N2)C=2C=NC(=CC2)N2CCOCC2)C(=O)OCC